(2S,4S)-N,4-diphenyl-2-(3-(3-phenylpropyl)-1,2,4-oxadiazol-5-yl)pyrrolidine-1-carbothioamide C1(=CC=CC=C1)NC(=S)N1[C@@H](C[C@H](C1)C1=CC=CC=C1)C1=NC(=NO1)CCCC1=CC=CC=C1